COC1=NC=NC(=C1)C(=C)C 4-methoxy-6-(prop-1-en-2-yl)pyrimidine